CN1CCN(CC1)C=1C=NC(=CC1)N 1-methyl-4-(6-aminopyridin-3-yl)piperazine